BrC=1C(=CC=C2C3=C(NC12)CCCCC3)Cl 4-bromo-3-chloro-5,6,7,8,9,10-hexahydrocyclohepta[b]indole